(N-[4-Amino-5-(4-methoxybenzoyl)thiazol-2-yl]-3-chloro-4-fluoroanilino)propanamid NC=1N=C(SC1C(C1=CC=C(C=C1)OC)=O)N(C1=CC(=C(C=C1)F)Cl)C(C(=O)N)C